C(C)(C)(C)OC(=O)N1C[C@@H](CCC1)NC1=NN=C(C2=CC=CC=C12)C1=C(C=C(C=C1)C(F)F)OCOC (R)-3-((4-(4-(difluoromethyl)-2-(methoxymethoxy)phenyl)phthalazin-1-yl)amino)piperidine-1-carboxylic acid tert-butyl ester